C1(=CC=C(C=C1)N(C=1C=C2C(CC(C2=CC1)(C)C)(C)C1=CC=C(C=C1)N(C1=CC=C(C=C1)C1=CC=CC=C1)C1=CC=C(C=C1)C1=CC=CC=C1)C1=CC=C(C=C1)C1=CC=CC=C1)C1=CC=CC=C1 N,N-Di([1,1'-biphenyl]-4-yl)-3-(4-(di([1,1'-biphenyl]-4-yl)amino)phenyl)-1,1,3-trimethyl-2,3-dihydro-1H-inden-5-amin